2-benzyl-2-azaspiro[3.3]heptan-6-yl (2R,6R)-2,6-dimethyl-4-(5-nitropyridin-2-yl)piperazine-1-carboxylate C[C@H]1N([C@@H](CN(C1)C1=NC=C(C=C1)[N+](=O)[O-])C)C(=O)OC1CC2(CN(C2)CC2=CC=CC=C2)C1